(S)-2-methyl-5-(3-(5-(trifluoromethyl)-2,3-dihydrobenzofuran-2-yl)phenyl)-2H-tetrazole CN1N=C(N=N1)C1=CC(=CC=C1)[C@H]1OC2=C(C1)C=C(C=C2)C(F)(F)F